C(C1=CC=CC=C1)N(C(C1=CC=C(C=C1)CN1CCN(CC1)CCC(=O)NO)=O)C N-benzyl-4-((4-(3-(hydroxyamino)-3-oxopropyl)piperazin-1-yl)methyl)-N-methylbenzamide